C(=O)O.C(C)NCCCNC(=O)C1=CC2=C(N3C(S2)=NC(=C3)C3=C(C=C(C=C3)C(NC)=O)F)C=C1 N-(3-(ethylamino)propyl)-2-(2-fluoro-4-(methylcarbamoyl)phenyl)benzo[d]imidazo[2,1-b]thiazole-7-carboxamide formate